5-chloro-N-(3-chloro-5-(3-methylmorpholino)phenyl)-2-(1,1-dioxidoisothiazolidin-2-yl)isonicotinamide ClC1=CN=C(C=C1C(=O)NC1=CC(=CC(=C1)N1C(COCC1)C)Cl)N1S(CCC1)(=O)=O